The molecule is a steroidal acyl-CoA that results from the formal condensation of the thiol group of coenzyme A with the carboxy group of 3-oxochenodeoxycholic acid. It derives from a chenodeoxycholic acid. It is a conjugate acid of a 3-oxochenodeoxycholoyl-CoA(4-). C[C@H](CCC(=O)SCCNC(=O)CCNC(=O)[C@@H](C(C)(C)COP(=O)(O)OP(=O)(O)OC[C@@H]1[C@H]([C@H]([C@@H](O1)N2C=NC3=C(N=CN=C32)N)O)OP(=O)(O)O)O)[C@H]4CC[C@@H]5[C@@]4(CC[C@H]6[C@H]5[C@@H](C[C@H]7[C@@]6(CCC(=O)C7)C)O)C